CC1N(C(CC(C1)OS(=O)(=O)C)C)C(=O)OC(C)(C)C tert-Butyl 2,6-dimethyl-4-((methylsulfonyl)oxy)piperidine-1-carboxylate